N-(6-(2H-1,2,3-triazol-2-yl)-5-(trifluoromethyl)pyridin-3-yl)-2'-chloro-3-cyano-[1,1'-biphenyl]-4-carboxamide N=1N(N=CC1)C1=C(C=C(C=N1)NC(=O)C1=C(C=C(C=C1)C1=C(C=CC=C1)Cl)C#N)C(F)(F)F